(trimethyl)cyclopentadienyl-titanium C[Ti](C1C=CC=C1)(C)C